FC=1C(=NC(=NC1)N[C@H]1CCN(CC12CC2)S(=O)(=O)C)C2=C(C1=C(C3(N(C1=O)C)CCOCC3)S2)C (S)-2'-(5-fluoro-2-((5-(methylsulfonyl)-5-azaspiro[2.5]octan-8-yl)amino)pyrimidin-4-yl)-3',5'-dimethyl-2,3,5,6-tetrahydrospiro[pyran-4,6'-thieno[2,3-c]pyrrol]-4'(5'H)-one